C(C)(C)(C)OC(=O)NC12CCC(CC1)(CC2)[C@@H](CC(=O)OCC)C Ethyl (R)-3-{4-[(tert-butoxycarbonyl)amino]bicyclo[2.2.2]octan-1-yl}butyrate